(4,5-Dichloro-2-((5-chloro-2-((4-(2-(dimethylamino)-7-azaspiro[3.5]nonan-7-yl)-5-ethyl-2-methoxyphenyl)amino)pyrimidin-4-yl)amino)phenyl)dimethylphosphine oxide ClC1=CC(=C(C=C1Cl)P(C)(C)=O)NC1=NC(=NC=C1Cl)NC1=C(C=C(C(=C1)CC)N1CCC2(CC(C2)N(C)C)CC1)OC